5-(aminomethyl)-N-sulfamoylthiophene-3-carboxamidine hydrochloride Cl.NCC1=CC(=CS1)C(=N)NS(N)(=O)=O